F[P-](F)(F)(F)(F)F.FC=1C(=C(C=C(C1)F)[Ir+]C1=C(C(=CC(=C1)F)F)C1=NC=C(C=C1)C(F)(F)F)C1=NC=C(C=C1)C(F)(F)F bis[3,5-difluoro-2-[5-(trifluoromethyl)-2-pyridinyl]phenyl]Iridium(III) hexafluorophosphate